C(C)C=1NC(=C(N1)C1=CC(=CC=C1)F)C1=CC2=C(N=CS2)C=C1 6-(2-Ethyl-4-(3-fluorophenyl)-1H-imidazol-5-yl)benzo[d]thiazole